BrC1=CC=C(CN2CC(=CC3=CC=CC=C23)C2=NN=NN2)C=C1 1-(4-bromobenzyl)-3-(1H-tetrazol-5-yl)quinoline